Br[C@@H](C(=O)NC1=NC=C(C=C1)Cl)C (R)-2-bromo-N-(5-chloropyridin-2-yl)propanamide